6-Phenyl-3-(((S)-7-((R)-2-phenylpiperazine-1-carbonyl)-7-azaspiro[4.5]decan-10-yl)methyl)pyrimidin-4(3H)-one C1(=CC=CC=C1)C1=CC(N(C=N1)C[C@H]1CCN(CC12CCCC2)C(=O)N2[C@@H](CNCC2)C2=CC=CC=C2)=O